4-(((1r,4r)-4-aminocyclohexyl)(methyl)amino)-2-chlorobenzonitrile NC1CCC(CC1)N(C1=CC(=C(C#N)C=C1)Cl)C